9-ethyl-6-(2-methylbenzoyl)-9H-carbazol C(C)N1C2=CC=C(C=C2C=2C=CC=CC12)C(C1=C(C=CC=C1)C)=O